N1C(=NC2=C1C=CC=C2)NC(CNC(C2=CC(=CC=C2)C#N)=O)C2=CC(=CC=C2)C(F)(F)F N-{2-[(1H-1,3-benzodiazol-2-yl)amino]-2-[3-(trifluoromethyl)phenyl]ethyl}-3-cyanobenzamide